(1-(5-amino-2,4-dimethylbenzoyl)-4-fluoropiperidin-4-yl)benzonitrile NC=1C(=CC(=C(C(=O)N2CCC(CC2)(F)C2=C(C#N)C=CC=C2)C1)C)C